BrCCOS(=O)(=O)C1=CC=CC=C1.[Na].O1C[C@@H](CC1)N1C=CC=2C1=CN=C(C2)NC(C)=O (R)-N-(1-(tetrahydrofuran-3-yl)-1H-pyrrolo[2,3-c]pyridin-5-yl)acetamide sodium β-bromoethyl-benzenesulfonate